(2R)-2-(5-chloropyridin-2-yl)-2,10-dimethyl-7,10-dihydro-2H-pyrano[3,2-H]isoquinoline ClC=1C=CC(=NC1)[C@]1(C=CC=2C=CC=3CC=NC(C3C2O1)C)C